FC1=C(C=CC(=C1)F)N1CC(N(C2(CN(C2)C(=O)OC(C)(C)C)C1=O)CC1=CC=C(C=C1)C(F)(F)F)=O tert-butyl 8-(2,4-difluorophenyl)-6,9-dioxo-5-(4-(trifluoromethyl) benzyl)-2,5,8-triazaspiro[3.5]nonane-2-carboxylate